6-benzyloxy-5-methyl-pyridine-3-carbaldehyde C(C1=CC=CC=C1)OC1=C(C=C(C=N1)C=O)C